Bromonaphthalin BrC1=CC=CC2=CC=CC=C12